5-(8-fluoro-6-hydroxy-2-{3-[3-(trifluoromethyl)phenyl]propyl}-1,2,3,4-tetrahydroisoquinolin-7-yl)-1λ6,2,5-thiadiazolidine-1,1,3-trione FC=1C(=C(C=C2CCN(CC12)CCCC1=CC(=CC=C1)C(F)(F)F)O)N1CC(NS1(=O)=O)=O